ONC(=N)C1=C(N=NC=C1)SC1=CC=C(C=C1)[N+](=O)[O-] N-hydroxy-3-[(4-nitrophenyl)sulfanyl]pyridazine-4-carboximidamide